FC1=CC=C2C(=NNC(C2=C1)=O)CC1=CC(=NC=C1)N1C(C(C2=CC(=CC=C12)F)(C)O)=O 7-Fluoro-4-((2-(5-fluoro-3-hydroxy-3-methyl-2-oxoindolin-1-yl)pyridin-4-yl)methyl)phthalazin-1(2H)-one